(Trimethylsilyl)methyl (2-((S)-1-(2,3-difluorobenzyl)-5-oxopyrrolidin-2-yl)acetyl)-L-valinate FC1=C(CN2[C@@H](CCC2=O)CC(=O)N[C@@H](C(C)C)C(=O)OC[Si](C)(C)C)C=CC=C1F